tert-Butyl 4-(aminomethyl)-4-methoxypiperidine-1-carboxylate NCC1(CCN(CC1)C(=O)OC(C)(C)C)OC